CC(=O)C1=CC=CC=C1 α-Acetophenone